[(7S,9aS)-7-(3-chloro-4-fluorophenyl)-1,3,4,6,7,8,9,9a-octahydropyrido[1,2-a]pyrazin-2-yl]-(3-methyl-1H-indazol-5-yl)methanone ClC=1C=C(C=CC1F)[C@@H]1CC[C@@H]2N(CCN(C2)C(=O)C=2C=C3C(=NNC3=CC2)C)C1